N4'-(3,3-Difluorocyclobutyl)-N6'-(2-(1-(2,2-difluoroethyl)-1H-pyrazol-4-yl)pyrimidin-4-yl)-5-((1-methylpiperidin-4-yl)oxy)-[2,3'-bipyridine]-4',6'-diamine FC1(CC(C1)NC1=C(C=NC(=C1)NC1=NC(=NC=C1)C=1C=NN(C1)CC(F)F)C1=NC=C(C=C1)OC1CCN(CC1)C)F